C(C)N(C=1C=CC(=C(C1)O)N=NC1=C(C=C(C=C1)[N+](=O)[O-])O)CC 5-(diethylamino)-2-((2-hydroxy-4-nitrophenyl)diazenyl)phenol